[Li].C(C(=C)C)(=O)OCCCC1=CC=CC=C1 phenylpropyl methacrylate Lithium